N-(2-methyl-3-(4,4,5,5-tetramethyl-1,3,2-dioxaborolan-2-yl)phenyl)-4,5,6,7-tetrahydrobenzo[b]thiophene-2-carboxamide CC1=C(C=CC=C1B1OC(C(O1)(C)C)(C)C)NC(=O)C1=CC2=C(S1)CCCC2